4-[(3-{7-bromo-3-[(trifluoromethyl)sulfanyl]-1-benzofuran-2-yl}prop-2-yn-1-yl)amino]-3-methoxy-N-methylbenzamide BrC1=CC=CC=2C(=C(OC21)C#CCNC2=C(C=C(C(=O)NC)C=C2)OC)SC(F)(F)F